2-({6-[(4-chloro-2-fluorophenyl)methoxy]-1H,2H,3H,4H,5H-pyrido[4,3-b]indol-2-yl}methyl)-1-{[(2S)-oxetan-2-yl]methyl}-1H-1,3-benzodiazole-6-carboxylic acid ClC1=CC(=C(C=C1)COC1=CC=CC=2C3=C(NC12)CCN(C3)CC3=NC1=C(N3C[C@H]3OCC3)C=C(C=C1)C(=O)O)F